N-(2-carbamoyl-4-chloro-6-methyl-phenyl)-2-(2,2-difluoroethyl)-5-methoxy-pyrazole-3-carboxamide C(N)(=O)C1=C(C(=CC(=C1)Cl)C)NC(=O)C=1N(N=C(C1)OC)CC(F)F